[4-[[1-(trifluoromethyl)cyclopropyl]methoxymethyl]norbornan-1-yl]methanone FC(C1(CC1)COCC12CCC(CC1)(C2)C=O)(F)F